C(C)(C)(C)C1=C(C(=C(CN2C(N(C(N(C2=O)CC2=C(C(=C(C(=C2)CC)C(C)(C)C)O)C)=O)CC2=C(C(=C(C(=C2)CC)C(C)(C)C)O)C)=O)C=C1CC)C)O 1,3,5-tris(4-tert-butyl-5-ethyl-3-hydroxy-2-methylbenzyl)-1,3,5-triazine-2,4,6(1H,3H,5H)-trione